(E)-1-(Diphenylmethyl)-4-(3-phenylprop-2-enyl)piperazine C1(=CC=CC=C1)C(N1CCN(CC1)C\C=C\C1=CC=CC=C1)C1=CC=CC=C1